3-amino-4,6-dichloropyridine-2-carboxylic acid methyl ester COC(=O)C1=NC(=CC(=C1N)Cl)Cl